[Br-].C1(CCCC1)[C@@](C(=O)OC1C[N+](CC1)(C)CC(=O)OC)(O)C1=CC=CC=C1 (2R,3'R)-3-(2-cyclopentyl-2-phenyl-2-hydroxyacetoxy)(methoxycarbonylmethyl)-1-methylpyrrolidinium bromide